(3R)-7-hydroxy-N-{(1S)-2-methyl-1-[(4-methyl-3,6-dihydropyridin-1(2H)-yl)methyl]Propyl}-1,2,3,4-tetrahydroisoquinoline-3-carboxamide OC1=CC=C2C[C@@H](NCC2=C1)C(=O)N[C@@H](C(C)C)CN1CCC(=CC1)C